3-(3-(cyclobutylthio)phenyl)-6-(4-(piperazin-1-yl)phenyl)furo[3,2-b]pyridine C1(CCC1)SC=1C=C(C=CC1)C1=COC=2C1=NC=C(C2)C2=CC=C(C=C2)N2CCNCC2